O=C1NC(C2=CC(=CC=C12)OC1=CC=C(C=C1)NC(COC1=CC=C(C=C1)CO)=O)=O N-(4-((1,3-dioxoisoindolin-5-yl)oxy)phenyl)-2-(4-(hydroxymethyl)phenoxy)acetamide